5,6-difluoro-1H-benzo[d]imidazole-1-carboxylate FC1=CC2=C(N(C=N2)C(=O)[O-])C=C1F